(3S)-N-((1R,2R,4S)-7-cyano-7-azabicyclo[2.2.1]heptan-2-yl)-1-(2-methoxy-4-pyridinyl)-3-pyrrolidinecarboxamide C(#N)N1[C@H]2[C@@H](C[C@@H]1CC2)NC(=O)[C@@H]2CN(CC2)C2=CC(=NC=C2)OC